N-(4-hydroxy-3-(methylsulfonyl)phenyl)-4-((4-methylpiperazin-1-yl)methyl)benzamide hydrochloride Cl.OC1=C(C=C(C=C1)NC(C1=CC=C(C=C1)CN1CCN(CC1)C)=O)S(=O)(=O)C